C1(CCCC1)C1=NN2C(N=CC=C2C=2C=CC=3N(C4=CC=CC=C4C3C2)CC(CCCC)CC)=C1 3-(2-cyclopentylpyrazolo[1,5-a]pyrimidin-7-yl)-9-(2-ethylhexyl)-9H-carbazole